ClC=1C=C2C(=CC1)NC(C21CCN(CC1)CCOC1=CC=C(C=C1)S(=O)(=O)C1(CC1)CO)=O 5-chloro-1'-[2-(4-{[1-(hydroxymethyl)cyclopropyl]sulfonyl}phenoxy)ethyl]-1,2-dihydrospiro[indole-3,4'-piperidin]-2-one